(S)-N-((S)-1-(2-chloropyridin-4-yl)ethyl)-N-ethyl-2-methylpropan-2-sulfinamide ClC1=NC=CC(=C1)[C@H](C)N([S@@](=O)C(C)(C)C)CC